Cl.NC(C=O)C#CC1=CC=C(C=C1)N 2-amino-4-(4-aminophenyl)but-3-yn-1-one hydrochloride